ClC=1C(=C(C=CC1F)[C@H](NC(=O)[C@H]1NC(NC1)=O)C=1C=NC(=NC1)OC(F)F)F |o1:8| (4S)-N-((R or S)-(3-chloro-2,4-difluorophenyl)(2-(difluoromethoxy)pyrimidin-5-yl)methyl)-2-oxoimidazolidine-4-carboxamide